CC([O-])C.CC([O-])C.C(CCC)[Sn+2]CCCC dibutyl-tin bis(isopropoxide)